1-(1-(2-(3,4-dimethoxyphenyl)-3-ethyl-1H-indole-5-carbonyl)piperidin-4-yl)-1,3-dihydro-2H-benzo[d]imidazol-2-one COC=1C=C(C=CC1OC)C=1NC2=CC=C(C=C2C1CC)C(=O)N1CCC(CC1)N1C(NC2=C1C=CC=C2)=O